4-((piperidin-4-ylmethoxy)methyl-d2)piperidine-1-carboxylic acid tert-butyl ester C(C)(C)(C)OC(=O)N1CCC(CC1)C([2H])([2H])OCC1CCNCC1